2-chloro-8-{4-(trifluoromethyl)phenoxy}-7,8-dihydroquinolin-5(6H)-one ClC1=NC=2C(CCC(C2C=C1)=O)OC1=CC=C(C=C1)C(F)(F)F